1-(4-methoxy-3-(methylsulfonyl)phenyl)cyclobutane-1-carbonitrile COC1=C(C=C(C=C1)C1(CCC1)C#N)S(=O)(=O)C